4-((4-(4-(1-(pentan-3-yl)-1H-pyrazol-4-yl)pyrazolo[1,5-a]pyrazin-6-yl)-1H-pyrazol-1-yl)methyl)piperidin-4-ol CCC(CC)N1N=CC(=C1)C=1C=2N(C=C(N1)C=1C=NN(C1)CC1(CCNCC1)O)N=CC2